3-(8,8-difluoro-7-oxobicyclo[4.2.0]octa-1,3,5-triene-2-enyloxy)-5-fluorobenzaldehyde FC1(C(C2=CC(=C=C=C12)OC=1C=C(C=O)C=C(C1)F)=O)F